C12(CC3CC(CC(C1)C3)C2)CC(=O)NN2C(C3=CC=CC=C3C(=N2)C2=C(C=CC(=C2)C)C)=O 2-(adamantan-1-yl)-N-[4-(2,5-dimethylphenyl)-1-oxophthalazin-2(1H)-yl]acetamide